dimethyl (acetyldiazomethyl)phosphonate C(C)(=O)C(=[N+]=[N-])P(OC)(OC)=O